(3S,6S,7aS,8aR,9aR)-8,8-difluoro-6-((S)-2-(methylamino)propanamido)-5-oxo-N-((R)-1,2,3,4-tetrahydronaphthalen-1-yl)decahydro-1H-cyclopropa[d]pyrrolo[1,2-a]azocine-3-carboxamide FC1([C@@H]2C[C@@H]3N(C([C@H](C[C@@H]21)NC([C@H](C)NC)=O)=O)[C@@H](CC3)C(=O)N[C@@H]3CCCC2=CC=CC=C32)F